ClC=1C=NC(=NC1)C12CCNCC2C1 6-(5-chloropyrimidin-2-yl)-3-azabicyclo[4.1.0]heptane